2-(2-(Benzyloxy)-3-bromophenyl)acetic acid ethyl ester C(C)OC(CC1=C(C(=CC=C1)Br)OCC1=CC=CC=C1)=O